(3-(7-Amino-2-methyl-1,2,3,4-tetrahydroisoquinolin-5-yl)cyclobutyl)acetic acid methyl ester COC(CC1CC(C1)C1=C2CCN(CC2=CC(=C1)N)C)=O